OC(=O)C(F)(F)F.C(#N)C=1C=C(C=NC1)[C@H]1N(OCC1)C(=O)C1CCN(CC1)C1=C(C(=NC=N1)C(=O)O)F 6-[4-[(3S)-3-(5-cyano-3-pyridinyl)isoxazolidine-2-carbonyl]-1-piperidinyl]-5-fluoro-pyrimidine-4-carboxylic acid TFA salt